4-[(4-FORMYL-2-METHOXYPHENOXY)METHYL]BENZOIC ACID C(=O)C1=CC(=C(OCC2=CC=C(C(=O)O)C=C2)C=C1)OC